(E)-1-methoxy-4-(5-phenylpent-4-en-1-yn-1-yl)benzene COC1=CC=C(C=C1)C#CC\C=C\C1=CC=CC=C1